2-(methyl-sulfonyl)ethanol CS(=O)(=O)CCO